C1C=CC2C3C=CC(C12)C3 3a,4,7,7a-tetrahydro-4,7-methanoindene